OC[C@@H](C(=C=O)C1=CC=C(C=C1)[N+](=O)[O-])NC(C)=O N-[(1R)-1-hydroxymethyl-2-(4-nitrophenyl)-2-carbonyl-ethyl]Acetamide